BrC(=CC(C1=CC=C(C=C1)OC)C1=CC(=C(C(=C1)C(C)C)O)C(C)C)C1=CC=C(C=C1)OC 4-(3-bromo-1,3-bis(4-methoxyphenyl)allyl)-2,6-diisopropylphenol